2-amino-7-methyl-1H-pyrrolo[3,2-b]pyridine-3-carbonitrile NC1=C(C2=NC=CC(=C2N1)C)C#N